C1(CC1)C1=NN(C=N1)C1CC2(CN(C2)C(=O)N2CC(C2)C2=CC=C(C=C2)C2=NNC(=N2)C2CC2)C1 [6-(3-cyclopropyl-1,2,4-triazol-1-yl)-2-azaspiro[3.3]heptan-2-yl]-[3-[4-(5-cyclopropyl-1H-1,2,4-triazol-3-yl)phenyl]azetidin-1-yl]methanone